NC1=C(C(=NN1[C@@H]1COC[C@H]1O[Si](C)(C)C(C)(C)C)C1=CC=C(C=C1)Br)C#N 5-amino-3-(4-bromophenyl)-1-[trans-4-[tert-butyl-(dimethyl)silyl]Oxytetrahydrofuran-3-yl]Pyrazole-4-carbonitrile